4-(3-(4-cyclobutylpiperazin-1-yl)phenyl)-1H-1,2,3-triazol C1(CCC1)N1CCN(CC1)C=1C=C(C=CC1)C=1N=NNC1